3-METHYLHISTAMINE CN1C=NC=C1CCN